(7-cyclopropyl-1-(2-(difluoromethoxy)ethyl)-1H-indazol-3-yl)-4-fluorobenzamide C1(CC1)C=1C=CC=C2C(=NN(C12)CCOC(F)F)C1=C(C(=O)N)C=CC(=C1)F